3-amino-N-{2-[3-amino-4-(methoxymethyl)pyrrolidin-1-yl]-4-fluoro-5,6,7,8-tetrahydroquinolin-6-yl}-4,6-dimethylthieno[2,3-b]pyridine-2-carboxamide NC1=C(SC2=NC(=CC(=C21)C)C)C(=O)NC2CC=1C(=CC(=NC1CC2)N2CC(C(C2)COC)N)F